2-(4-chloro-3-fluorophenoxy)-N-(4-{[(4-chlorophenoxy)ethyl]amino}-3-hydroxybicyclo[2.2.2]octan-1-yl)acetamide ClC1=C(C=C(OCC(=O)NC23CC(C(CC2)(CC3)NCCOC3=CC=C(C=C3)Cl)O)C=C1)F